BrC1=NN(C=C1Br)CCOCCOC 3,4-dibromo-1-[2-(2-methoxyethoxy)ethyl]pyrazole